2,4-di(p-mercaptophenyl)pentane SC1=CC=C(C=C1)C(C)CC(C)C1=CC=C(C=C1)S